C1=CC=CC=2C1=C1C=C3C=CC4=C(C3=CC1=CC2)C=CC=C4 dibenzo(a,h)Anthracene